N-oleoyl-sarcosine sodium [Na].C(CCCCCCC\C=C/CCCCCCCC)(=O)N(C)CC(=O)O